CN1C(C(=CC2=C1N=CN=C2N[C@H](C)C=2C=C(C=C(C2)C(F)(F)F)NC(C)=O)C2CNCC2)=O N-(3-((1R)-1-((8-methyl-7-oxo-6-(pyrrolidin-3-yl)-7,8-dihydropyrido[2,3-d]pyrimidin-4-yl)amino)ethyl)-5-(trifluoromethyl)phenyl)acetamide